3-((4-formylphenoxy)methyl)benzoic acid C(=O)C1=CC=C(OCC=2C=C(C(=O)O)C=CC2)C=C1